O(C(=O)CCCCCCCCC)C(CCCCC)=O monocaproyl caprate